4,4-dimethyl-1-(4-chlorophenyl)-3-pentanone CC(C(CCC1=CC=C(C=C1)Cl)=O)(C)C